2-([1,1'-biphenyl]-4-yl)-1-morpholinoethan-1-one C1(=CC=C(C=C1)CC(=O)N1CCOCC1)C1=CC=CC=C1